NCC1CCC(CC1)CN 1,4-bisaminomethylcyclohexane